N-(1-(6-bromoisochroman-8-yl)-3-(1,3-dioxan-2-yl)propyl)-2-methylpropane-2-sulfinamide BrC=1C=C2CCOCC2=C(C1)C(CCC1OCCCO1)NS(=O)C(C)(C)C